tert-butyl 4-[5-(6-{3-cyanopyrrolo[1,2-b]pyridazin-7-yl}-4-(methylamino)-pyridin-3-yl)-1,3,4-thiadiazol-2-yl]piperazine-1-carboxylate C(#N)C1=CC=2N(N=C1)C(=CC2)C2=CC(=C(C=N2)C2=NN=C(S2)N2CCN(CC2)C(=O)OC(C)(C)C)NC